O.[OH-] hydroxide hydrate